(3-aminopropyl)-N,N-dimethyl-1,3-propanediamine NCCCC(CCN)N(C)C